C(C)(C)(C)OC(=O)N1C2CN(CC1CC2)C2=NC=C(C=C2)C#N 3-(5-Cyanopyridin-2-yl)-3,8-diazabicyclo[3.2.1]octane-8-carboxylic acid tert-butyl ester